tert-butyl 4-[(2-fluoro-4-nitrophenyl)(methyl)carbamoyl]piperidine-1-carboxylate FC1=C(C=CC(=C1)[N+](=O)[O-])N(C(=O)C1CCN(CC1)C(=O)OC(C)(C)C)C